N-methyl-N-vinylamine CNC=C